COC1=NC=NC2=CC(=CC(=C12)OC1CCC(CC1)NC1=NC=CC(=N1)C(=O)NC)N1CCOCC1 2-[[4-(4-methoxy-7-morpholino-quinazolin-5-yl)oxy-cyclohexyl]amino]-N-methyl-pyrimidine-4-carboxamide